(4-methylpyridin-2-yl)-1,3,4-thiadiazol-2-amine CC1=CC(=NC=C1)C1=NN=C(S1)N